3-(2-methoxyethyl)-1,3-benzodiazole-5-carboxylate COCCN1C=NC2=C1C=C(C=C2)C(=O)[O-]